methyl 7-(1-(adamantan-1-ylmethyl)-5-methyl-1H-pyrazol-4-yl)-3-(4-aminophenyl)imidazolo[1,2-a]pyridine-8-carboxylate C12(CC3CC(CC(C1)C3)C2)CN2N=CC(=C2C)C2=C(C=3N(C=C2)C(=CN3)C3=CC=C(C=C3)N)C(=O)OC